C1(=CC=CC=C1)C=1N=CN=NC1C1=CC=CC=C1 5,6-diphenyl-1,2,4-triazine